N1(CCC1)C1=C(C=C(C=N1)C1=NNC2=CC(=C(C=C12)O[C@H](C)C1=C(C(=NC=C1Cl)C)Cl)Cl)F 3-[6-(azetidin-1-yl)-5-fluoro-3-pyridyl]-6-chloro-5-[(1R)-1-(3,5-dichloro-2-methyl-4-pyridyl)ethoxy]-1H-indazole